COC(=O)C1=C(NC(=C(C1C1=CSC2=NC=C(C=C21)F)C(C)=O)C)NC(C)=O 2-acetamido-5-acetyl-4-(5-fluorothieno[2,3-b]pyridin-3-yl)-6-methyl-1,4-dihydropyridine-3-carboxylic acid methyl ester